4,5,6,7-Tetrahydroindol N1C=CC=2CCCCC12